trans-2-(2-methyl-5-nitrophenyl)cyclobutane-1-carbonitrile CC1=C(C=C(C=C1)[N+](=O)[O-])[C@H]1[C@@H](CC1)C#N